N-(5-fluoropyridin-2-yl)-6-(3-(2-fluoropyridin-4-yl)-1,2,4-oxadiazol-5-yl)-4-hydroxy-2-oxo-1,2,5,6-tetrahydropyridine-3-carboxamide FC=1C=CC(=NC1)NC(=O)C=1C(NC(CC1O)C1=NC(=NO1)C1=CC(=NC=C1)F)=O